CC1(OC[C@@H](O1)[C@@H]1[C@H]([C@@H]2[C@@H](OC(O2)(C)C)O1)O)C (3aR,5S,6R,6aR)-5-({R}-2,2-Dimethyl-1,3-dioxolan-4-yl)-2,2-dimethyltetrahydrofuro[2,3-d][1,3]dioxol-6-ol